((3aS,4R,6S,6aS)-6-(4-aminopyrrolo[2,1-f][1,2,4]triazin-7-yl)-4-cyano-2,2-dimethyltetrahydrofuro[3,4-d][1,3]dioxol-4-yl)methyl cyclohexyl carbonate C(OC[C@]1(O[C@H]([C@@H]2OC(O[C@@H]21)(C)C)C2=CC=C1C(=NC=NN12)N)C#N)(OC1CCCCC1)=O